benzyl-isopentyl-malonate C(C1=CC=CC=C1)C(C(=O)[O-])(C(=O)[O-])CCC(C)C